(2S)-1-((4R,7S)-7-((2R,3S,4R,11S,12R)-12-benzyl-3,1-dihydroxy-4-methyltetradecan-2-yl)-2-hydroxy-4-methyl-3-oxooxepane-2-carbonyl)piperidine-2-carboxylic acid C(C1=CC=CC=C1)[C@@H](CCCCCCC[C@H]([C@@H]([C@@H](CO)[C@@H]1CC[C@H](C(C(O1)(C(=O)N1[C@@H](CCCC1)C(=O)O)O)=O)C)O)C)CC